rac-ethyl N-{4-chloro-5-[(3-cyclopropyl-1,2,4-oxadiazol-5-yl)carbonyl]-1,3-thiazol-2-yl}-N-(4-fluorophenyl)alaninate ClC=1N=C(SC1C(=O)C1=NC(=NO1)C1CC1)N([C@@H](C)C(=O)OCC)C1=CC=C(C=C1)F |r|